C(C=C)OC([C@@H](N)CC1=CC=CC=C1)=O O-allyl-phenylalanine